NC1=NC=CC=C1S(=O)(=O)NC(=O)C=1C(=NC(=CC1)C1=C(C(=CC=C1)OCC)F)N1C(C[C@@H](C1)C)(C)C N-[(2-Amino-3-pyridyl)sulfonyl]-6-(3-ethoxy-2-fluorophenyl)-2-[(4S)-2,2,4-trimethylpyrrolidin-1-yl]pyridin-3-carboxamid